Methyl (2R,7R)-7-propylazepane-2-carboxylate C(CC)[C@@H]1CCCC[C@@H](N1)C(=O)OC